NC1=NC=2C=C(C(=CC2C2=C1COC2)C(=O)N(C(C)C)CC2=NC=C(C=C2)C#N)Cl 4-amino-7-chloro-N-((5-cyano-2-pyridinyl)methyl)-N-(2-propanyl)-1,3-dihydrofuro[3,4-c]quinoline-8-carboxamide